7-(4-amino-2,6-dichlorophenoxy)-3,4-dihydro-quinolin-2(1H)-one NC1=CC(=C(OC2=CC=C3CCC(NC3=C2)=O)C(=C1)Cl)Cl